(4-amino-7-methyl-5-(1-methyl-1H-pyrazol-5-yl)-7H-pyrrolo[2,3-d]pyrimidin-6-yl)-3-azaspiro[5.5]undec-8-ene-3-carboxylic acid tert-butyl ester C(C)(C)(C)OC(=O)N1CC(C2(CC1)CC=CCC2)C2=C(C1=C(N=CN=C1N)N2C)C2=CC=NN2C